The molecule is a galactosylceramide sulfate(1-) in which the ceramide N-acyl group is specified as (R)-2-hydroxystearoyl. It is a conjugate base of a 1-(3-O-sulfo-beta-D-galactosyl)-N-[(2R)-2-hydroxystearoyl]sphingosine. CCCCCCCCCCCCCCCC[C@H](C(=O)N[C@@H](CO[C@H]1[C@@H]([C@H]([C@H]([C@H](O1)CO)O)OS(=O)(=O)[O-])O)[C@@H](/C=C/CCCCCCCCCCCCC)O)O